C1(CC1)C1=CC(=NN1)NC1=NC(=NC2=CC=CC=C12)N1CCC2(CN(C2)C(=O)OCCCC)CC1 butyl 7-(4-((5-cyclopropyl-1H-pyrazol-3-yl)amino)quinazolin-2-yl)-2,7-diazaspiro[3.5]nonane-2-carboxylate